N1=CN=CC(=C1)NC(=O)C1=NC=NC(=C1)C1=CC(=CC=C1)Cl 6-(3-chloro-phenyl)-pyrimidine-4-carboxylic acid pyrimidin-5-ylamide